(R)-N-(6-(2-chloro-5-fluorophenyl)-2,2-difluoro-8-oxo-7,8-dihydro-6H-[1,3]dioxolo[4,5-e]isoindol-5-yl)benzo[d]isothiazole-3-carboxamide ClC1=C(C=C(C=C1)F)[C@@H]1NC(C2=C3C(=CC(=C12)NC(=O)C1=NSC2=C1C=CC=C2)OC(O3)(F)F)=O